(R)-4-(1-(hydroxymethyl)-8-methoxy-1,2-dihydronaphtho[2,1-b]furan-1-yl)phenol OC[C@]1(C2=C(OC1)C=CC1=CC=C(C=C12)OC)C1=CC=C(C=C1)O